C(C(=O)O)(=O)O.C(C)(C)(C)OC(=O)N1CCC2(CCN2)CC1 1,7-diazaspiro[3.5]nonane-7-carboxylic acid tert-butyl ester oxalate